N-(2-(3-bromoisoxazol-5-yl)ethyl)-2-((1-((dimethylamino)methyl)cyclopropyl)methoxy)-7-(8-ethylnaphthalen-1-yl)-5,6,7,8-tetrahydropyrido[3,4-d]pyrimidin-4-amine BrC1=NOC(=C1)CCNC=1C2=C(N=C(N1)OCC1(CC1)CN(C)C)CN(CC2)C2=CC=CC1=CC=CC(=C21)CC